ClCCNCCCl bis-(2-chloroethyl)amine